2-methoxy-4-(6-(4-pentamidothiophen-2-yl)pyrazin-2-yl)benzoic Acid COC1=C(C(=O)O)C=CC(=C1)C1=NC(=CN=C1)C=1SC=C(C1)NC(CCCC)=O